Potassium ((4'-((2-(tert-butyl)-1H-imidazol-1-yl)methyl)-5-isobutyl-[1,1'-biphenyl]-2-yl)sulfonyl)(butoxycarbonyl)amide C(C)(C)(C)C=1N(C=CN1)CC1=CC=C(C=C1)C1=C(C=CC(=C1)CC(C)C)S(=O)(=O)[N-]C(=O)OCCCC.[K+]